COC1=CC=C(C=C1)C1=CC=C(O1)C(=O)O 5-(4-methoxyphenyl)furan-2-carboxylic acid